(2-((tert-butyldimethylsilyloxy)phenyl)diazenyl)pyridine-2,6-diamine [Si](C)(C)(C(C)(C)C)OC1=C(C=CC=C1)N=NC=1C(=NC(=CC1)N)N